N,N'-di(γ-aminopropyl)piperazine adipate C(CCCCC(=O)O)(=O)O.NCCCN1CCN(CC1)CCCN